FC1(N(CCC2=NN3C(CCC(CC3)=C)=C21)C(=O)[O-])F difluoro-9-methylene-3,4,8,9,10,11-hexahydro-1H-pyrido[4',3':3,4]pyrazolo[1,5-a]azepine-2(7H)-carboxylate